Cl.FC=1C=C(C(=NC1)O[C@H]1CNCC1)C1=C2C(=NC=C1)C=C(S2)CN2C(C1C(C1C2=O)(C)C)=O 3-((7-(5-fluoro-2-(((R)-pyrrolidin-3-yl)oxy)pyridin-3-yl)thieno[3,2-b]pyridin-2-yl)methyl)-6,6-dimethyl-3-azabicyclo[3.1.0]hexane-2,4-dione hydrochloride